N-(2-cyano-7-phenylisoindolin-5-yl)-4-methylpiperazine-1-carboxamide C(#N)N1CC2=C(C=C(C=C2C1)NC(=O)N1CCN(CC1)C)C1=CC=CC=C1